(4-(3-(3,4-difluoro-2-methoxyphenyl)-5-methyl-5-(trifluoromethyl)tetrahydrothiophene-2-carboxamido)-2-chlorophenyl)boric acid FC=1C(=C(C=CC1F)C1C(SC(C1)(C(F)(F)F)C)C(=O)NC1=CC(=C(C=C1)OB(O)O)Cl)OC